2-[3-(4-Chloro-3-fluorophenyl)-1-ethyl-1H-1,2,4-triazol-5-yl]-N-[(1S,2S)-2-hydroxy-2,3-dihydro-1H-inden-1-yl]acetamid ClC1=C(C=C(C=C1)C1=NN(C(=N1)CC(=O)N[C@@H]1[C@H](CC2=CC=CC=C12)O)CC)F